4-[N,N-bis(2-iodoethyl)amino]phenoxycarbonyl-L-glutamic acid ICCN(CCI)C1=CC=C(OC(=O)N[C@@H](CCC(=O)O)C(=O)O)C=C1